Naphthalenesulfonate sodium [Na+].C1(=CC=CC2=CC=CC=C12)S(=O)(=O)[O-]